BrC=1C=C(C=C(C1)Br)C1=CC(=CC(=C1)Br)Br 3,3',5,5'-Tetrabromo-1,1'-biphenyl